ClC1=C2SC=3C=C(C=CC3C(C2=CC=C1)=O)N1C[C@@H](CC1)C(=O)O (3R)-1-(5-chloro-9-oxo-thioxanthen-3-yl)pyrrolidine-3-carboxylic acid